C(CCCCCCC\C=C/C\C=C/CCCCC)OC(CCCCCCCC(=O)OCCN(CC)CC)C(CCCCCCCC)OCCCCCCCC\C=C/C\C=C/CCCCC 2-(diethylamino)ethyl (±)-syn-9,10-dilinoleoxystearate